2'-[(1-{3,6-Diazabicyclo[3.2.0]heptane-6-sulfonyl}piperidin-4-yl)amino]-7'-(2-methylcyclopentyl)spiro[cyclopropane-1,5'-pyrrolo[2,3-d]pyrimidin]-6'-one C12CNCC2N(C1)S(=O)(=O)N1CCC(CC1)NC=1N=CC2=C(N1)N(C(C21CC1)=O)C1C(CCC1)C